4-{6-amino-5-[1-(3-fluoro-2-trifluoromethyl-phenyl)-ethoxy]-pyridin-3-yl}-N-(3-pyrrolidin-1-yl-propyl)-benzamide NC1=C(C=C(C=N1)C1=CC=C(C(=O)NCCCN2CCCC2)C=C1)OC(C)C1=C(C(=CC=C1)F)C(F)(F)F